(2-cyclopentyl-1,2,3,4-tetrahydroisoquinolin-7-yl)-1H-1,2,4-triazole-3,5-diamine C1(CCCC1)N1CC2=CC(=CC=C2CC1)N1N=C(N=C1N)N